(3R,5R)-5-(3-((2-(methoxymethyl) pyrazolo[1,5-a]pyrazin-4-yl)amino)-1H-pyrazol-5-yl)tetrahydrofuran-3-yl ((S)-3-methylbutan-2-yl)carbamate CC([C@H](C)NC(O[C@H]1CO[C@H](C1)C1=CC(=NN1)NC=1C=2N(C=CN1)N=C(C2)COC)=O)C